ClC1=CC(N(C=C1)C(C)C=1C=NN(C1)C1=NC(=CN=C1)N(C)C)=O 4-chloro-1-(1-(1-(6-(dimethylamino)pyrazin-2-yl)-1H-pyrazol-4-yl)ethyl)pyridin-2(1H)-one